C1(CCCCC1)C=NN1C(CNC(C1)=O)=O 1-(cyclohexylmethyleneamino)piperazine-2,5-dione